O\N=C/1\CC2(CCOCC2)OC2=CC(=CC=C12)C=1C=C(C=CC1C)NC(C1=CC(=NC=C1)C(F)(F)F)=O (Z)-N-(3-(4-(hydroxyimino)-2',3',5',6'-tetrahydrospiro[chromane-2,4'-pyran]-7-yl)-4-methylphenyl)-2-(trifluoromethyl)isonicotinamide